N-[5-ethylsulfonyl-6-[5-(trifluoromethylsulfanyl)-1,3-benzoxazol-2-yl]-3-pyridyl]-N-methyl-acetamide C(C)S(=O)(=O)C=1C=C(C=NC1C=1OC2=C(N1)C=C(C=C2)SC(F)(F)F)N(C(C)=O)C